FC=1C=CC(=NC1)C1=NN2C(OCC(C2)(C)C)=C1C1=C2C(=NC=C1)C=CS2 2-(5-fluoropyridin-2-yl)-6,6-dimethyl-3-(thieno[3,2-b]pyridin-7-yl)-6,7-dihydro-5H-pyrazolo[5,1-b][1,3]oxazine